5-((1-(2-Methoxy-4-((1-methylpiperidin-4-yl)amino)phenyl)-1H-imidazol-4-yl)amino)pyrazine-2-carbonitrile COC1=C(C=CC(=C1)NC1CCN(CC1)C)N1C=NC(=C1)NC=1N=CC(=NC1)C#N